C(C1=CC=CC=C1)NS(=O)(=O)C1=CC(=CC=C1)C1=NC2=C(C=CN=C2C=C1)N1CCC(CC1)(F)F N-benzyl-3-(8-(4,4-difluoropiperidin-1-yl)-1,5-naphthyridin-2-yl)benzenesulfonamide